1,3,4',5-tetrahydroxy-stilbene OC1(CC(=CC(=C1)O)O)C=CC1=CC=C(C=C1)O